N[C@@H]1C2=C(OC13CCN(CC3)C=3C(=NC(=CN3)Br)C(=O)[O-])C=CC=C2 (R)-3-(3-amino-3H-spiro[benzofuran-2,4'-piperidin]-1'-yl)-6-bromopyrazine-2-carboxylate